NC1=C2C(=NC=N1)N(N=C2C2=CC=C(C=C2)OC2=CC=CC=C2)[C@H]2CN(CCC2)CC=2C=C1CN(C(C1=C(C2)F)=O)C2C(NC(CC2)=O)=O 3-(5-(((R)-3-(4-amino-3-(4-phenoxyphenyl)-1H-pyrazolo[3,4-d]pyrimidin-1-yl)piperidine-1-yl)methyl)-7-fluoro-1-oxoisoindolin-2-yl)piperidine-2,6-dione